CN(C)CC1=C2C3(CN(C(C2=CC(=C1)CN1C(=NC=C1)NC)=O)[C@@H](C)C1=NC=C(C(=C1)OCC)F)CCC3 (S)-5'-((dimethylamino)methyl)-2'-(1-(4-ethoxy-5-fluoropyridine-2-yl)ethyl)-7'-((2-(methylamino)-1H-imidazol-1-yl)methyl)-2',3'-dihydro-1'H-spiro[cyclobutan-1,4'-isoquinoline]-1'-one